NC(CC1=CC=CC=C1)OC(C)OCC1(CCCCC1)CC1=CC=C(C=C1)CC(C(=O)[O-])N 4-((1-(1-Amino-2-phenylethoxy) ethoxy)methylcyclohexyl)methyl-2-amino-3-phenylpropanoate